C(C(=C)C)(=O)OC(CCCCCCCCCCC)CCCOC(C(=C)C)=O 12,15-pentadecanediol dimethacrylate